ClCOC(=O)NC[C@H]1[C@H](C1)C(=O)OCC1=CC=CC=C1 benzyl (1S,2R)-2-((((chloromethoxy)carbonyl)amino)methyl)cyclopropane-1-carboxylate